(3S)-3-({8-carbamoyl-6-[(tetrahydropyran-4-ylidene)methyl]pyrido[3,2-d]pyrimidin-4-yl}amino)piperidine-1-carboxylic acid tert-butyl ester C(C)(C)(C)OC(=O)N1C[C@H](CCC1)NC=1C2=C(N=CN1)C(=CC(=N2)C=C2CCOCC2)C(N)=O